FC1(CNCC1)F 3,3-Difluoropyrrolidine